ClC1=CC(=C(C=C1)N1CCC(CC1)C1=C(C=CC=C1)C1=C(C=CC(=C1)S(=O)(=O)N(C)C)S(=O)(=O)N)F (2-(1-(4-chloro-2-fluorophenyl)piperidin-4-yl)phenyl)-N4,N4-dimethylbenzene-1,4-disulfonamide